COC(C#CCCOC(C)=O)OC 1,1-dimethoxy-5-acetoxy-2-pentyne